BrC1=CC=CC=2OC(OC21)C2=CC=CC=C2 4-bromo-2-phenylbenzo[d][1,3]dioxole